tert-butyl 3-(2-(2-(methylsulfonyl)-7-oxopyrido[2,3-d]pyrimidin-8(7H)-yl)ethyl)azetidine-1-carboxylate CS(=O)(=O)C=1N=CC2=C(N1)N(C(C=C2)=O)CCC2CN(C2)C(=O)OC(C)(C)C